2,2-difluoro-8-azaspiro[4.5]decane-8-carboxylate FC1(CC2(CC1)CCN(CC2)C(=O)[O-])F